7-methoxy-5H-pyridazino[4,5-b]indole COC=1C=CC=2C3=C(NC2C1)C=NN=C3